O.C([C@@H](C)O)O (R)-propylene glycol monohydrate